bis(3-methyl-1-butyn-3-oxy)methyltrifluoropropylsilane CC(C#C)(C)OC(OC(C#C)(C)C)[SiH2]CCC(F)(F)F